FC1=C(C2=C(C(=C(C(=C2C(=C1F)F)F)F)F)F)[B-](C1=C(C(=C(C2=C(C(=C(C(=C12)F)F)F)F)F)F)F)(C1=C(C(=C(C2=C(C(=C(C(=C12)F)F)F)F)F)F)F)C1=C(C(=C(C2=C(C(=C(C(=C12)F)F)F)F)F)F)F.[C@H]12CCC[C@H](CC1)N2C tropane tetrakis(perfluoronaphthyl)borate